2-ethyl-N-methyl-1-(2-oxo-3,4-dihydro-1H-quinolin-6-yl)benzimidazole-5-carboxamide C(C)C1=NC2=C(N1C=1C=C3CCC(NC3=CC1)=O)C=CC(=C2)C(=O)NC